ClC(=O)OCC[N+](C)(C)C (2-chlorocarbonyloxyethyl)trimethylammonium